methyl 4-(pyridazin-3-ylsulfonimidoyl)benzoate N1=NC(=CC=C1)S(=O)(=N)C1=CC=C(C(=O)OC)C=C1